calcium methylnaphthalenedisulfonate magnesium methylnaphthalenedisulfonate COS(=O)(=O)C=1C(=CC=C2C=CC=CC12)S(=O)(=O)[O-].[Mg+2].COS(=O)(=O)C=1C(=CC=C2C=CC=CC12)S(=O)(=O)[O-].[Ca+2]